N-(3-allyloxy-7-fluoro-8-methyl-4-oxo-tetralin-5-yl)acetamide C(C=C)OC1CCC2=C(C(=CC(=C2C1=O)NC(C)=O)F)C